ClC1=NN(C=C1)C1=C2C=CC(=NC2=CC=C1)C(=O)NS(=O)(=O)C1=C(C=CC(=C1)N1CCC(CC1)OC)OC 5-(3-chloro-1H-pyrazol-1-yl)-N-((2-methoxy-5-(4-methoxypiperidin-1-yl)phenyl)sulfonyl)quinoline-2-carboxamide